tert-butyl 3-amino-3-(3-chloro-2-tolyl)-1-azetidinecarboxylate NC1(CN(C1)C(=O)OC(C)(C)C)C1=C(C=CC=C1Cl)C